2-chloro-N-(2-fluoro-4-methylsulfonyl-phenyl)-5-[(2S)-2-(trifluoromethylsulfonylamino)propoxy]pyridine-3-carboxamide ClC1=NC=C(C=C1C(=O)NC1=C(C=C(C=C1)S(=O)(=O)C)F)OC[C@H](C)NS(=O)(=O)C(F)(F)F